Butylglycol acetate CCCCOCCOC(=O)C